CN1C(C2=CC=CC=C2CC1)C=1C=C(C=CC1)C 2-methyl-1-(m-tolyl)-1,2,3,4-tetrahydroisoquinoline